4-Chloro-2-(trifluoromethoxy)benzoic acid ClC1=CC(=C(C(=O)O)C=C1)OC(F)(F)F